rac-Ethyl N-{4-chloro-5-[3-(3-fluorophenyl)-1,2,4-oxadiazole-5-carbonyl]-1,3-thiazol-2-yl}-N-(4-fluorophenyl)-alaninate ClC=1N=C(SC1C(=O)C1=NC(=NO1)C1=CC(=CC=C1)F)N([C@@H](C)C(=O)OCC)C1=CC=C(C=C1)F |r|